C(#N)C=1C=CC(=NC1)NC(=O)N1CCCC=2C=C(C(=NC12)C=O)CC(=O)O 2-(8-((5-cyanopyridin-2-yl)carbamoyl)-2-formyl-5,6,7,8-tetrahydro-1,8-naphthyridin-3-yl)acetic acid